C1(CCCC1)C1=CC(=NN1)NC1=NC(=NC=C1)N1C2CC(C1)(C2)CN2CC(C2)OC N-(5-cyclopentyl-1H-pyrazol-3-yl)-2-[4-[(3-methoxyazetidin-1-yl)methyl]-2-azabicyclo[2.1.1]hex-2-yl]pyrimidin-4-amine